O=C1C2=C(C=3C(=CC(=NC3C1=O)C(=O)O)C(=O)O)NC(=C2)C(=O)O 4,5-dioxo-4,5-dihydro-1H-pyrrolo[2,3-f]quinoline-2,7,9-tricarboxylic acid